C[C@H]1N([C@H](CN(C1)C1=NC=C(C=N1)C(F)(F)F)C)C(=O)NC1CC2(CN(C2)CC2=CC=NC=C2)C1 (2R,6S)-2,6-dimethyl-N-[2-(pyridin-4-ylmethyl)-2-azaspiro[3.3]heptan-6-yl]-4-[5-(trifluoromethyl)pyrimidin-2-yl]piperazine-1-carboxamide